C=C(\C=C\C)O (E)-penta-1,3-dien-2-ol